3-bromo-1-(4,4-difluorocyclohexyl)pyrazole-4-carboxylic acid BrC1=NN(C=C1C(=O)O)C1CCC(CC1)(F)F